OCC1=CC(=NC(=C1)C)N(C(OC(C)(C)C)=O)CC1=CC=C(C=C1)OC tert-butyl (4-(hydroxymethyl)-6-methylpyridin-2-yl)(4-methoxybenzyl)carbamate